C(C)(C)(C)C1=CC=C(C=C1)C(C=1N=NN(C1)[C@H](C(=O)N1[C@H](C[C@@H](C1)O)C(=O)NC)C(C)(C)C)O (2R,4S)-1-[(2S)-2-[4-[(4-tert-butylphenyl)-hydroxy-methyl]triazol-1-yl]-3,3-dimethyl-butanoyl]-4-hydroxy-N-methyl-pyrrolidine-2-carboxamide